6-(4-methoxypyridin-3-yl)benzo[d]oxazol-2(3H)-one COC1=C(C=NC=C1)C1=CC2=C(NC(O2)=O)C=C1